C(C)(C)(C)OC(N(C1=CC(=C2C=NN(C2=C1)C)C#C[Si](C(C)C)(C(C)C)C(C)C)CC1=NC=C(C(=C1C)OC)C)=O ((4-methoxy-3,5-dimethylpyridin-2-yl)methyl)(1-methyl-4-((triisopropylsilyl)ethynyl)-1H-indazol-6-yl)carbamic acid tert-butyl ester